C1(CC1)N(C1=CC=C(N=N1)C=1C=C2C=CN(C(C2=CC1O)=O)C)C1C([C@@H]2CC[C@H](C1)N2)F 6-(6-(cyclopropyl((1S,5R)-2-fluoro-8-azabicyclo[3.2.1]octan-3-yl)amino)pyridazin-3-yl)-7-hydroxy-2-methylisoquinolin-1(2H)-one